C(CCCCCCCCCCCCC)C(C(=O)O)(O)C.C(CCCCCCCCCCCCC)C(C(=O)O)(O)C.C(CCCCCCCCCCCCCCCCCCC)SCCCO 3-(eicosylthio)propan-1-ol myristyl-lactate (myristyl-lactate)